O=C1NC(CCC1N1C(C=2C=C3C(=CC2C1)CN(C3)CC=O)=O)=O 2-(6-(2,6-dioxopiperidin-3-yl)-5-oxo-3,5,6,7-tetrahydropyrrolo[3,4-f]isoindol-2(1H)-yl)acetaldehyde